2-fluorobenzyl-3-ethyl-1-(2-fluorobenzyl)-4-nitro-1H-pyrazole-5-carboxylate FC1=C(COC(=O)C2=C(C(=NN2CC2=C(C=CC=C2)F)CC)[N+](=O)[O-])C=CC=C1